2-hydroxy-3-((4-methoxyphenyl) diazenyl)-5-methylbenzyl methacrylate (2-hydroxy-3-((4-methoxyphenyl) diazenyl)-5-methylbenzyl methacrylate) OC1=C(CC=C(C(=O)O)C)C=C(C=C1N=NC1=CC=C(C=C1)OC)C.C(C(=C)C)(=O)OCC1=C(C(=CC(=C1)C)N=NC1=CC=C(C=C1)OC)O